m-chlorophenylbiguanide hydrochloride C1=CC(=CC(=C1)Cl)N=C(N)N=C(N)N.Cl